NC=1N(N=C2CN(CCC21)S(=O)(=O)C(C)C)C(=O)C2CCNC1=CC=CC=C21 (3-amino-6-(isopropyl-sulfonyl)-4,5,6,7-tetrahydro-pyrazolo[3,4-c]pyridin-2-yl)(1,2,3,4-tetrahydro-quinolin-4-yl)methanone